dodecanoyl-L-glycine C(CCCCCCCCCCC)(=O)NCC(=O)O